C(C=C)N1N(C2=NC(=NC=C2C1=O)NC1=CC2=CN(N=C2C=C1)CC)C1=NC(=CC=C1)OC1CCN(CC1)C 2-allyl-6-((2-ethyl-2H-indazol-5-yl)amino)-1-(6-((1-methylpiperidin-4-yl)oxy)pyridin-2-yl)-1,2-dihydro-3H-pyrazolo[3,4-d]pyrimidin-3-one